C1(CC1)NS(=O)(=O)C=1C=C(C=CC1)NC(C1=C(N=C(C=C1)NC1(CC1)CO)N1CCC2(CC2)CC1)=O N-(3-(N-cyclopropylsulfamoyl)phenyl)-6-((1-(hydroxymethyl)cyclopropyl)amino)-2-(6-azaspiro[2.5]octan-6-yl)nicotinamide